6-bromo-8-methoxy-4,4-dimethylchromane BrC=1C=C2C(CCOC2=C(C1)OC)(C)C